3-(perfluoro-5-methyl-hexyl)-1,2-epoxypropane FC(C(C(C(C(C(F)(F)F)(C(F)(F)F)F)(F)F)(F)F)(F)F)(CC1CO1)F